COC[C@H](C(=O)N[C@@H](CCCC1=CC=CC=C1)B(O)O)NC(=O)C1=NC=CN=C1 ((R)-1-((R)-3-methoxy-2-(pyrazine-2-carboxamido)propanamido)-4-phenylbutyl)boronic acid